5-(imidazo[1,2-b]pyridazin-6-yl)-2-{3-[(3S)-3-(prop-2-yl)piperazin-1-yl]-1,2,4-triazin-6-yl}phenol dihydrochloride Cl.Cl.N=1C=CN2N=C(C=CC21)C=2C=CC(=C(C2)O)C2=CN=C(N=N2)N2C[C@@H](NCC2)C(C)C